BrC=1C=C(C(=C(C1)C(=O)N1CCCCC1)N[C@H]1CN(CCC1)C(=O)C1=CN=CC2=CC=CC=C12)[N+](=O)[O-] (R)-(5-bromo-2-((1-(isoquinoline-4-carbonyl)piperidin-3-yl)amino)-3-nitrophenyl)(piperidin-1-yl)methanone